C(=O)O.ClC=1C=C2CCCN(C2=C(C1)C1=C2C(=NC=C1)C=C(S2)CN2C(N(C=CC2=O)CCC(F)F)=O)[C@@H]2CNCC2 (S)-3-((7-(6-chloro-1-(pyrrolidin-3-yl)-1,2,3,4-tetrahydroquinolin-8-yl)thieno[3,2-b]pyridin-2-yl)methyl)-1-(3,3-difluoropropyl)pyrimidine-2,4(1H,3H)-dione, formic acid salt